tert-butyl 3-[[4-[6-(difluoromethyl)-5-(pyrazolo[1,5-a]pyrimidine-3-carbonylamino)indazol-2-yl]-1-piperidyl] methyl]-3-fluoro-azetidine-1-carboxylate FC(C=1C(=CC2=CN(N=C2C1)C1CCN(CC1)CC1(CN(C1)C(=O)OC(C)(C)C)F)NC(=O)C=1C=NN2C1N=CC=C2)F